C1=CN=C1C=O Azetal